C(#N)C=1C(=C(C(O)=C(C1C#N)S)O)S 4,5-dicyano-3,6-dimercapto-catechol